N1=CC=C(C=C1)CNC(=O)C=1N=NC=CN1 N-(pyridin-4-yl)methyl-1,2,4-triazine-3-carboxamide